N1(C=NC=C1)C1=CC=C(N=N1)C(=O)NC1=C(C(=O)OC)C=C(C(=C1)OCCC1=C(C=C(C(=C1)C(=O)OC)N)Cl)OC methyl 2-(6-(1H-imidazol-1-yl)pyridazine-3-carboxamido)-4-(4-amino-2-chloro-5-(methoxy-carbonyl) phenethoxy)-5-methoxybenzoate